8-carboxytetracyclo[4.4.0.12,5.17,10]-dodec-3-ene C(=O)(O)C1C2C3C4C=CC(C3C(C1)C2)C4